ClC=1C(=C(C=CC1)[C@H](C(F)(F)F)NC=1C2=C(N=CN1)C=CC(=N2)O[C@@H]2CN(CC2)C(=O)OC(C)(C)C)F (S)-tert-butyl 3-((4-(((R)-1-(3-chloro-2-fluorophenyl)-2,2,2-trifluoroethyl)amino)pyrido[3,2-d]pyrimidin-6-yl)oxy)pyrrolidine-1-carboxylate